C(CCC)NC=1C2=C(N=C(N1)NC(=O)OC)C=NN2CC2=C(C=C(C=N2)C2CCN(CC2)C(=O)OC(C)(C)C)OC tert-butyl 4-(6-((7-(butylamino)-5-((methoxy-carbonyl)amino)-1H-pyrazolo[4,3-d]pyrimidin-1-yl)methyl)-5-methoxypyridin-3-yl)piperidine-1-carboxylate